(4-cyano-benzyl)-indoline-2,3-dione C(#N)C1=CC=C(CN2C(C(C3=CC=CC=C23)=O)=O)C=C1